4-[4-(2-Hydroxyethyl)cyclohexyl]phenol OCCC1CCC(CC1)C1=CC=C(C=C1)O